S(=O)(=O)([O-])[O-].[NH4+].[Fe+] iron ammonium sulfate salt